[C@@H]12OC[C@@H](N(C1)S(=O)(=O)N)C2 (1S,4S)-2-oxa-5-azabicyclo[2.2.1]heptane-5-sulfonamide